tert-butyl (4-(6-chloro-8-fluoro-2-(((2R,7aS)-2-fluorotetrahydro-1H-pyrrolizin-7a(5H)-yl)methoxy)-4-hydroxyquinazolin-7-yl)-7-fluorobenzo[d]thiazol-2-yl)carbamate ClC=1C=C2C(=NC(=NC2=C(C1C1=CC=C(C2=C1N=C(S2)NC(OC(C)(C)C)=O)F)F)OC[C@]21CCCN1C[C@@H](C2)F)O